NCC=1C(=C(C=CC1)C=1C=CC2=C(C(=CO2)COC2=C(C=C(C=C2)F)CC(=O)OCC)C1)F ethyl 2-(2-((5-(3-(aminomethyl)-2-fluorophenyl)benzofuran-3-yl)methoxy)-5-fluorophenyl)acetate